CC1(OB(OC1(C)C)C1=C(C=CC=C1)N1CCN(CC1)C(=O)OC(C)(C)C)C tert-butyl 4-(2-(4,4,5,5-tetramethyl-1,3,2-dioxaborolan-2-yl)phenyl)piperazine-1-carboxylate